C1(=CC=CC2=CC=CC=C12)OCC(CO)O 3-(1-naphthyloxy)-1,2-propylene glycol